4-(2-bromo-3-(2,3-dihydrobenzo[b][1,4]dioxin-6-yl)benzyloxy)-2-hydroxybenzaldehyde BrC1=C(COC2=CC(=C(C=O)C=C2)O)C=CC=C1C1=CC2=C(OCCO2)C=C1